C1(CCCCC1)NC([C@@H]([C@@H](C(=O)NC1CCCCC1)CC1=CC(=C(C(=C1)OC)O)OC)CC1=CC(=C(C(=C1)OC)O)OC)=O (2R,3S)-N1,N4-dicyclohexyl-2,3-bis(4-hydroxy-3,5-dimethoxybenzyl)succinamide